2-(benzylsulfanyl)-6-bromo-4-methylpyridine C(C1=CC=CC=C1)SC1=NC(=CC(=C1)C)Br